O1C(=NC2=C1C=CC=C2)C2CCN(CCC2)C2=C(C(N(C1=CC(=CC=C21)Br)C)=O)C#N 4-[4-(1,3-benzooxazol-2-yl)azepan-1-yl]-7-bromo-1-methyl-2-oxo-1,2-dihydroquinoline-3-carbonitrile